NC=1C=2N(C3=CC(=CC=C3N1)C(=O)N(C1CCC3=CC(=CC=C13)C(F)(F)F)CC(F)(F)F)C=CC2 4-amino-N-(2,2,2-trifluoroethyl)-N-(5-(trifluoromethyl)-2,3-dihydro-1H-inden-1-yl)pyrrolo[1,2-a]quinoxaline-8-carboxamide